FC(C1=NC=C(C(=C1)C1=C(C=NC(=C1)C)C(=O)OC)OC)F methyl 2'-(difluoromethyl)-5'-methoxy-6-methyl-(4,4'-bipyridine)-3-carboxylate